ethyl 2-(2-((5-(4-(aminomethyl)phenyl)-1-isopropyl-1H-indazol-3-yl)methoxy)phenyl)acetate NCC1=CC=C(C=C1)C=1C=C2C(=NN(C2=CC1)C(C)C)COC1=C(C=CC=C1)CC(=O)OCC